tert-butyl (R)-4-amino-5-((3-(3-(1-(3,5-dichlorophenyl)-3-(3,3-dimethylmorpholine-4-carbonyl)-7-methoxy-1,4-dihydrochromeno[4,3-c]pyrazol-8-yl)phenoxy)propyl)amino)-5-oxopentanoate N[C@H](CCC(=O)OC(C)(C)C)C(=O)NCCCOC1=CC(=CC=C1)C1=CC2=C(C=C1OC)OCC1=C2N(N=C1C(=O)N1C(COCC1)(C)C)C1=CC(=CC(=C1)Cl)Cl